ClC=1C=C(OC2CCC(CC2)NC(=O)C=2N=NC(=CC2)N2CCC(CC2)CN2CCC(=CC2)C=2C=C3CN(C(C3=CC2)=O)C2C(NC(CC2)=O)=O)C=CC1C#N N-((1r,4r)-4-(3-chloro-4-cyanophenoxy)cyclohexyl)-6-(4-((4-(2-(2,6-dioxopiperidin-3-yl)-1-oxoisoindolin-5-yl)-3,6-dihydropyridin-1(2H)-yl)methyl)piperidin-1-yl)pyridazine-3-carboxamide